[Na+].NC1=CC=CC2=CC=CC(=C12)C(=O)[O-] 1-amino-8-naphthoic acid sodium salt